C1(=CC=CC=C1)[C@@H]1OC2(O[C@H]1C1=CC=CC=C1)[C@@H]1CC[C@](C2)(C1)CNC1=C(C#N)C=CC=C1 ((((1R,4R,4'S,5'S)-4',5'-diphenylspiro[bicyclo[2.2.1]heptane-2,2'-[1,3]dioxolane]-4-yl)methyl)amino)benzonitrile